2-chloro-N-[3-methyl-5-(2-phenylethynyl)-2-pyridyl]-5-[1-(2-morpholinoethyl)pyrazol-4-yl]benzamide ClC1=C(C(=O)NC2=NC=C(C=C2C)C#CC2=CC=CC=C2)C=C(C=C1)C=1C=NN(C1)CCN1CCOCC1